N-[4-[8-amino-6-methyl-3-(trideuteriomethyl)imidazo[1,5-a]pyrazin-1-yl]-3-fluoro-phenyl]-2-(3,5-difluoro-phenyl)-2-hydroxy-acetamide NC=1C=2N(C=C(N1)C)C(=NC2C2=C(C=C(C=C2)NC(C(O)C2=CC(=CC(=C2)F)F)=O)F)C([2H])([2H])[2H]